N1C=NC(=C1)[C@@H](C)C=1C(=C(C=CC1)CO)C (S)-(3-(1-(1H-imidazol-4-yl)ethyl)-2-methylphenyl)methanol